FC1=C(CN2C(C3=NC=CC=C3C2=O)([2H])[2H])C(=CC(=C1)C=1C2=CN(N=C2C(=CC1)O)C)F 6-(2,6-difluoro-4-(7-hydroxy-2-methyl-2H-indazol-4-yl)benzyl)-6,7-dihydro-5H-pyrrolo[3,4-b]pyridin-5-one-7,7-d2